O(C1=CC=CC=C1)CN(C1=NC(=NC(=N1)N(COC1=CC=CC=C1)COC1=CC=CC=C1)N(COC1=CC=CC=C1)COC1=CC=CC=C1)COC1=CC=CC=C1 N,N,N',N',N'',N''-hexakis-phenoxymethyl-[1,3,5]triazine-2,4,6-triamine